2-(3,5-dichloro-4-((6-oxo-4-(5,6,7,8-tetrahydronaphthalen-2-yl)-1,6-dihydropyridazin-3-yl)oxy)phenyl)-1,2,4-triazine-3,5(2H,4H)-dione ClC=1C=C(C=C(C1OC1=NNC(C=C1C1=CC=2CCCCC2C=C1)=O)Cl)N1N=CC(NC1=O)=O